BrC=1C(=C(C(=O)O)C=C(C1)O)C 3-bromo-5-hydroxy-2-methylbenzoic acid